C(C)(=O)NC1=CC=C(C=C1)C(C=CC=1C=C(C(=O)O)C=CC1)=O 3-[3-(4-Acetamidophenyl)-3-oxoprop-1-en-1-yl]benzoic acid